3-((4-((2-(Methylamino)-4-phenylthiazol-5-yl)oxy)pyridin-2-yl)amino)benzoic acid CNC=1SC(=C(N1)C1=CC=CC=C1)OC1=CC(=NC=C1)NC=1C=C(C(=O)O)C=CC1